5-([1,2,4]triazolo[1,5-a]pyridin-6-yl)-N-(6-chloropyridin-3-yl)-1-(6-methylpyridin-2-yl)-1H-pyrazole-3-carboxyamide N=1C=NN2C1C=CC(=C2)C2=CC(=NN2C2=NC(=CC=C2)C)CC(=O)NC=2C=NC(=CC2)Cl